2-(3-((2r,4s)-2-(4-methyl-4H-1,2,4-triazol-3-yl)-5-oxaspiro[3.4]octan-2-yl)phenyl)-6-(((1-methylcyclobutyl)amino)methyl)-4-(trifluoromethyl)isoindolin-1-one CN1C(=NN=C1)C1(CC2(C1)OCCC2)C=2C=C(C=CC2)N2C(C1=CC(=CC(=C1C2)C(F)(F)F)CNC2(CCC2)C)=O